1-[[6-[[6-[(1R)-1-hydroxyethyl]-8-morpholin-4-ylpyrido[3,4-d]pyrimidin-2-yl]amino]pyridin-3-yl]methyl]piperidin-4-ol O[C@H](C)C1=CC2=C(N=C(N=C2)NC2=CC=C(C=N2)CN2CCC(CC2)O)C(=N1)N1CCOCC1